C(C)(C)(C)OC(=O)N1CC=2C=C(C=NC2CC1)NC1=C(C=NC=C1)C.S(=O)(=O)(O)C(C(=O)S(=O)(=O)O)=O Sulfodiketone tert-Butyl-3-((3-methylpyridin-4-yl)amino)-7,8-dihydro-1,6-naphthyridine-6(5H)-carboxylate